COC1=CC=C(C=C1)C(C)(C)C=1N=C(SC1)NC(=O)NCCCCNC1=CC=CC=C1 1-(4-(2-(4-methoxyphenyl)propan-2-yl)thiazol-2-yl)-3-(4-(phenylamino)-butyl)urea